(E)-1-(2,6-dimethoxypyridin-4-yl)-3-(3-hydroxy-4-methoxyphenyl)propan-2-en-1-one COC1=NC(=CC(=C1)C(\C=C\C1=CC(=C(C=C1)OC)O)=O)OC